C(C(C)C)N1C=C(C=CC1=O)C1=CN=C(S1)NC(=O)C1CCN(CC1)C N-(5-(1-isobutyl-6-oxo-1,6-dihydropyridin-3-yl)thiazol-2-yl)-1-methylpiperidine-4-carboxamide